[C@@H]1([C@H](O)[C@H](O)[C@H](O1)CO)N1C(=S)NC(=O)C=C1 1-beta-D-ribofuranosyl-2-thiouracil